OC1=C(C=C(C=C1)OCC1=NC=C(C=C1)OC)NC(=O)C=1N=CC(N(C1)C)=O N-{2-hydroxy-5-[(5-methoxypyridin-2-yl)methoxy]phenyl}-4-methyl-5-oxo-4,5-dihydropyrazine-2-carboxamide